5-chloro-1-{2-[4-(2-morpholin-4-ylethyl)piperazin-1-yl]-2-oxoethyl}-1,3-dihydro-2H-indol-2-one ClC=1C=C2CC(N(C2=CC1)CC(=O)N1CCN(CC1)CCN1CCOCC1)=O